tris(4-methoxyphenyl)sulfonium hexafluorophosphate F[P-](F)(F)(F)(F)F.COC1=CC=C(C=C1)[S+](C1=CC=C(C=C1)OC)C1=CC=C(C=C1)OC